tert-butyl 3-((2R)-2-(2,9,9-trimethyl-3,5-dioxa-4-bora-tricyclo[6.1.1.02,6]dec-4-yl)-2-(isoindoline-5-carboxamido)ethyl)-2-methoxybenzoate CC12C3C(C(CC2OB(O1)[C@H](CC=1C(=C(C(=O)OC(C)(C)C)C=CC1)OC)NC(=O)C=1C=C2CNCC2=CC1)C3)(C)C